(N-[4-amino-5-[2-(difluoromethyl)pyridine-4-carbonyl]thiazol-2-yl]-4-fluoro-anilino)propanamide isobutyl-4-methoxy-α-cyanocinnamate C(C(C)C)OC(C(=CC1=CC=C(C=C1)OC)C#N)=O.NC=1N=C(SC1C(=O)C1=CC(=NC=C1)C(F)F)N(C1=CC=C(C=C1)F)C(C(=O)N)C